ClC=1C=CC=2C(=C3N(C2C1C=1C(=NC=NC1C)C)[C@@H](CN(C3=O)C=3C=CC=C1C(=CN(C31)C)C(=O)O)C)CCCOC3=CC(=C(C(=C3)C)Cl)C 7-[(4R)-7-chloro-10-[3-(4-chloro-3,5-dimethyl-phenoxy)propyl]-6-(4,6-dimethylpyrimidin-5-yl)-4-methyl-1-oxo-3,4-dihydropyrazino[1,2-a]indol-2-yl]-1-methyl-indole-3-carboxylic Acid